BrC=1C=C(C=CC1)C(C(=O)O)(C)C1CCC1 2-(3-bromophenyl)-2-cyclobutyl-propanoic acid